C(C1=CC=CC=C1)OC(=O)NC1(CC2=C(SC(=C2)C(=O)OCC)C1)C ethyl 5-(((benzyloxy)carbonyl)amino)-5-methyl-5,6-dihydro-4H-cyclopenta[b]thiophene-2-carboxylate